ethyl (S)-3-amino-3-(3-(6-methoxypyridin-3-yl)phenyl)propanoate N[C@@H](CC(=O)OCC)C1=CC(=CC=C1)C=1C=NC(=CC1)OC